1-((2-(trifluoromethyl)-5,6-dihydrobenzo[f]imidazo[1,2-d][1,4]oxazepin-9-yl)methyl)-3-bromo-6-(4-cyclopropyl-6-methoxypyrimidin-5-yl)-1H-pyrazolo[3,4-d]pyrimidine FC(C=1N=C2N(CCOC3=C2C=CC(=C3)CN3N=C(C=2C3=NC(=NC2)C=2C(=NC=NC2OC)C2CC2)Br)C1)(F)F